CC=1C=CC(=C(C1)O)C1=C2C(=C(N=N1)NC1CN(CCC1)C)SC=C2 5-methyl-2-(7-((1-methylpiperidin-3-yl)amino)thieno[2,3-d]pyridazin-4-yl)phenol